C(C)OC(=O)C1=C(C(=O)O)C=CC=C1 2-(ethoxycarbonyl)benzoic acid